C(=C)N1C=CC2=CC=CC=C12 N-Vinylindol